N1-(5-(3-(1,3-dioxolan-2-yl)-4-((4-methoxybenzyl)oxy)phenyl)-4-(1-methyl-1H-indol-3-yl)pyrimidin-2-yl)-N4-(2-(dimethylamino)ethyl)-2-methoxy-N4-methylbenzene-1,4-diamine O1C(OCC1)C=1C=C(C=CC1OCC1=CC=C(C=C1)OC)C=1C(=NC(=NC1)NC1=C(C=C(C=C1)N(C)CCN(C)C)OC)C1=CN(C2=CC=CC=C12)C